3-(7-fluoro-6-hydroxy-1-oxoisoindolin-2-yl)piperidine-2,6-dione FC=1C(=CC=C2CN(C(C12)=O)C1C(NC(CC1)=O)=O)O